CC(C(CCN)C)N 1,2-dimethyl-1,4-butylenediamine